C(N)(OC[C@@H](CC1=CC=CC=C1)N)=O (R)-(β-amino-phenylpropyl) carbamate